CC1(CC(O1)(C)C)C tetramethyl-oxetan